N-[(1S)-1-(dicyclopropylmethyl)-2-[[5-[5-(difluoromethyl)-4-methyl-3-pyridyl]-6-fluoro-2-pyridyl]amino]-2-oxo-ethyl]-2-isopropyl-pyrazole-3-carboxamide C1(CC1)C([C@@H](C(=O)NC1=NC(=C(C=C1)C=1C=NC=C(C1C)C(F)F)F)NC(=O)C=1N(N=CC1)C(C)C)C1CC1